3-cyclopropyl-1,4'-bipiperidine dihydrochloride Cl.Cl.C1(CC1)C1CN(CCC1)C1CCNCC1